tert-butyl 4-(hydroxymethyl)-2-methylpyrrolidine-1-carboxylate OCC1CC(N(C1)C(=O)OC(C)(C)C)C